S1C(=NN=C1)CN1C[C@]2(CCN3N=C(C=C32)C=3C=C(C(=NC3)N)C(F)(F)F)CC1 5-{(3R)-1-[(1,3,4-thiadiazol-2-yl)methyl]-5',6'-dihydrospiro[pyrrolidine-3,4'-pyrrolo[1,2-b]pyrazol]-2'-yl}-3-(trifluoromethyl)pyridin-2-amine